tert-butyl ((R)-1-((1r,4R)-4-methylcyclohexyl)-2-oxo-2-((5-(((S)-2-oxo-4-(trifluoromethyl)imidazolidin-1-yl)methyl)pyridin-3-yl)amino)ethyl)carbamate CC1CCC(CC1)[C@H](C(NC=1C=NC=C(C1)CN1C(N[C@@H](C1)C(F)(F)F)=O)=O)NC(OC(C)(C)C)=O